O1CC(C1)C(C1COC1)[SiH2]OCCC di(oxetan-3-yl)methyln-propyloxysilane